NC(CC1=CC2=C(C=C1)OCO2)CC 2-Amino-1-(3,4-methylendioxyphenyl)butan